C(C1=CC=CC=C1)OC1=NN(C2=NN=C(C=C21)Cl)C 3-benzyloxy-5-chloro-1-methyl-pyrazolo[3,4-c]pyridazine